5,5',5'',5'''-(5-(6-methylpyridin-2-yl)-6-(pyridin-2-yl)benzene-1,2,3,4-tetrayl)tetrakis(5H-pyrido[4,3-b]indole) CC1=CC=CC(=N1)C=1C(=C(C(=C(C1C1=NC=CC=C1)N1C2=C(C=3C=CC=CC13)C=NC=C2)N2C1=C(C=3C=CC=CC23)C=NC=C1)N1C2=C(C=3C=CC=CC13)C=NC=C2)N2C1=C(C=3C=CC=CC23)C=NC=C1